OC=1C=C(C2=C(N=C(O2)N2CC3CCC(C2)N3C(=O)OC(C)(C)C)C1)C=1SC=CN1 tert-Butyl 3-(5-hydroxy-7-(thiazol-2-yl)benzo[d]oxazol-2-yl)-3,8-diazabicyclo[3.2.1]octane-8-carboxylate